COC(CC=1C(=NC=C(C1)C1=NOC(=N1)C(F)(F)F)C=O)C 3-(2-methoxypropyl)-5-(5-(trifluoromethyl)-1,2,4-oxadiazol-3-yl)picolinaldehyde